FC(C(=CC(=C)C(F)(F)F)C)(F)F 5,5,5-trifluoro-4-methyl-2-(trifluoromethyl)penta-1,3-diene